4-glycidoxybutyl-dimethylethoxysilane C(C1CO1)OCCCC[Si](OCC)(C)C